C1(=CC=CC=C1)P(=O)(C1=CC=CC=C1)C(=O)C1=C(C=C(C=C1C)C)C diphenylphosphoryl-(2,4,6-trimethylphenyl)methanone